2-benzyl-3-hydroxy-3-methylpyrrolidine-1-carboxylate C(C1=CC=CC=C1)C1N(CCC1(C)O)C(=O)[O-]